BrC(C(=O)C(F)(F)F)Br 1,1-dibromo-3,3,3-trifluoroacetone